N(=C=O)CC1C2CC(C(C1)C2)CN=C=O 2,5-bis(isocyanatomethyl)bicyclo-[2.2.1]-Heptane